OC1(CCN(CC1)C(=O)OC(C)(C)C)C#C[Si](C)(C)C tert-butyl 4-hydroxy-4-(2-trimethylsilylethynyl)piperidine-1-carboxylate